(S)-2-methyl-6-((tetrahydrofuran-3-yl)amino)pyrido[3,4-d]pyrimidin-4-ol-7-d CC=1N=C(C=2C(N1)=CN([C@H](C2)NC2COCC2)[2H])O